C1(=CC=CC=C1)C1CCC=2C(C=CC3=CC=NC23)=C1 7,9-dihydro-7-phenyl-benzo[G]indole